NC1=C(N=CN1C1[C@H](O)[C@H](O)[C@H](O1)COP(=O)(O)O)C(=O)O 5-amino-1-(5-phospho-D-ribosyl)imidazole-4-carboxylic acid